FC1=CC=C(C=C1)C(C#N)=C1CCN(CC1)C(=O)N1CC(C1)CO 2-(4-fluorophenyl)-2-(1-(3-(hydroxymethyl)azetidine-1-carbonyl)piperidin-4-ylidene)acetonitrile